C1(=CC=CC=C1)P(=CCCCCCC(=O)OCC)(C1=CC=CC=C1)C1=CC=CC=C1 ethyl 7-(triphenyl-λ5-phosphaneylidene)heptanoate